N1=CC(=CC=C1)C=1[C@]2(C)[C@@H](CC1)[C@@H]1CC=C3C[C@H](CC[C@]3(C)[C@H]1CC2)CC(=O)[O-] 17-(3-pyridyl)androst-5,16-diene-3β-acetate